S=C1C=C2CC[C@@H](C1)N2C thioxotropen